1-Methyltetrazol-5-amine CN1N=NN=C1N